NC1=C2C(=C3C(=N1)C=CS3)N(C(=N2)CCCC)CC2=CC=C(CN3CCC(CC3)CNC(OC(C)(C)C)=O)C=C2 tert-butyl ((1-(4-((4-amino-2-butyl-1H-imidazo[4,5-d]thieno[3,2-b]pyridin-1-yl)methyl) benzyl)piperidin-4-yl)methyl)carbamate